(13E)-docosan-1-ol C(CCCCCCCCCCCCCCCCCCCCC)O